CC1(C2=CC=CC=C2C=2C=C(C=CC12)N(C=1C=C(C=C(C1)C1=CC=CC=C1)C1=CC=CC=C1)C=1C=CC=2N(C3=CC=CC=C3C2C1)C1=CC=CC=C1)C (9,9-dimethylfluorene-3-yl)(9-phenyl-9H-carbazole-3-yl)(1,1':3',1''-terbenzene-5'-yl)amine